N1(CCOCC1)C(=O)C1CCN(CC1)C1=CC=C(C=C1)C=1C=NN(C1)C1OCCCC1 morpholinyl-(1-(4-(1-(tetrahydro-2H-pyran-2-yl)-1H-pyrazol-4-yl)phenyl)piperidin-4-yl)methanone